ClC1=C(C(=NN1C1CCCCC1)C)C=O 5-CHLORO-1-CYCLOHEXYL-3-METHYL-1H-PYRAZOLE-4-CARBALDEHYDE